ClC=1C=C(C=C(C1)NS(=O)(=O)C)NC(=O)C=1SC=C(C1)C1=NC=CC=C1C(F)(F)F N-(3-chloro-5-(methylsulfonamido)phenyl)-4-(3-(trifluoromethyl)pyridin-2-yl)thiophene-2-carboxamide